C(=C)C1C(CC1)C=C 1,2-diethenylcyclobutane